ClC1=C(C=CC(=C1)N1C2=CC=C(C=C2C=2C=C(C=CC12)C1=CC=CC=C1)C1=CC=CC=C1)C1=CC(=CC(=C1)C1=CC=CC=C1)C1=CC=CC=C1 9-(2-chloro-5'-phenyl-[1,1':3',1''-terphenyl]-4-yl)-3,6-diphenyl-9H-carbazole